9-([1,1'-biphenyl]-3-yl)-4-chloro-2-phenyl-1,10-phenanthroline C1(=CC(=CC=C1)C=1C=CC2=CC=C3C(=CC(=NC3=C2N1)C1=CC=CC=C1)Cl)C1=CC=CC=C1